tert-Butyl 4-[[2-chloro-4-(trifluoromethyl)phenyl]methyl]piperidine-1-carboxylate ClC1=C(C=CC(=C1)C(F)(F)F)CC1CCN(CC1)C(=O)OC(C)(C)C